tert-butyl 6-(7-bromo-3-cyano-1-methyl-2-oxo-1,2-dihydroquinolin-4-yl)-2,6-diazaspiro[3.4]octane-2-carboxylate BrC1=CC=C2C(=C(C(N(C2=C1)C)=O)C#N)N1CC2(CN(C2)C(=O)OC(C)(C)C)CC1